methyl 1-(4-chlorophenyl)-2-vinylcyclopropane-1-carboxylate ClC1=CC=C(C=C1)C1(C(C1)C=C)C(=O)OC